formyloxyethyl acrylate C(C=C)(=O)OCCOC=O